(S)-3-methyl-2-(7-(1,3,3-trimethylureido)dibenzo[b,d]thiophene-3-sulfonamido)butanoic acid CC([C@@H](C(=O)O)NS(=O)(=O)C=1C=CC2=C(SC3=C2C=CC(=C3)N(C(=O)N(C)C)C)C1)C